tert-butyl 2-[1-[2-[(3S)-2,6-dioxo-3-piperidyl]-1-oxo-isoindolin-5-yl]-4-hydroxy-4-piperidyl]acetate O=C1NC(CC[C@@H]1N1C(C2=CC=C(C=C2C1)N1CCC(CC1)(O)CC(=O)OC(C)(C)C)=O)=O